1,5,5-trimethylhydantoin CN1C(=O)NC(=O)C1(C)C